N-[(3,5-difluoropyridin-2-yl)methyl]-2-(3-isopropyl-[1,4'-bipiperidin]-1'-yl)-1,3-thiazole-5-carboxamide FC=1C(=NC=C(C1)F)CNC(=O)C1=CN=C(S1)N1CCC(CC1)N1CC(CCC1)C(C)C